tert-Butyl (5S,8S,11S)-8-(2-(tert-butoxy)-2-oxoethyl)-5-(naphthalen-1-ylmethyl)-3,6,9-trioxo-1-phenyl-11-(phenylcarbamoyl)-2-oxa-4,7,10-triazatetradecan-14-oate C(C)(C)(C)OC(C[C@H](NC([C@@H](NC(OCC1=CC=CC=C1)=O)CC1=CC=CC2=CC=CC=C12)=O)C(N[C@@H](CCC(=O)OC(C)(C)C)C(NC1=CC=CC=C1)=O)=O)=O